O=C1CC=C(CCC1)C=1C=C2C(=NC1)NC(N2C2CCN(CC2)C(C2=CC=C(C=C2)OC(F)(F)F)=O)=O 6-(4-oxocyclohepten-1-yl)-1-[1-[4-(trifluoromethoxy)benzoyl]-4-piperidyl]-3H-imidazo[4,5-b]pyridin-2-one